FC1=C(C(=C(C=C1OC)OC)F)NCC1=C(C2=C(N=C1)NC=C2)NCC 5-{[(2,6-difluoro-3,5-dimethoxyphenyl)amino]methyl}-N-ethyl-1H-pyrrolo[2,3-b]pyridin-4-amine